BrC1=NN(C(=C1)C1(C(N(CC1)C)=O)O)COCC[Si](C)(C)C 3-(3-bromo-1-((2-(trimethylsilyl)ethoxy)methyl)-1H-pyrazol-5-yl)-3-hydroxy-1-methylpyrrolidin-2-one